FC1=C(C=CC=C1)CC(=O)N 2-(2-fluorophenyl)acetamide